8-(2-chlorophenyl)-9-(4-chlorophenyl)-6-[4-(trifluoromethyl)-1-piperidinyl]purine ClC1=C(C=CC=C1)C=1N(C2=NC=NC(=C2N1)N1CCC(CC1)C(F)(F)F)C1=CC=C(C=C1)Cl